6-(4-(imidazo[1,2-a]pyridin-7-yl)benzyl)-6,7-dihydro-5H-pyrrolo[3,4-b]pyridin-5-one-7,7-d2 N=1C=CN2C1C=C(C=C2)C2=CC=C(CN1C(C3=NC=CC=C3C1=O)([2H])[2H])C=C2